CC=1C=C(C=C(C1)O)C(F)(F)F 5-methyl-3-(trifluoromethyl)phenol